(S)-1-benzyl-3-methylpiperidin-4-one (2R,3R)-2,3-bis((4-methylbenzoyl)oxy)succinate CC1=CC=C(C(=O)O[C@@H](C(=O)O)[C@H](C(=O)O)OC(C2=CC=C(C=C2)C)=O)C=C1.C(C1=CC=CC=C1)N1C[C@@H](C(CC1)=O)C